BrC1=CC=C(C=C1)N1C[C@@H](CC1)N(C(OC(C)(C)C)=O)CCO[Si](C)(C)C(C)(C)C tert-Butyl N-[(3R)-1-(4-bromophenyl)pyrrolidin-3-yl]-N-[2-[tert-butyl(dimethyl)silyl]oxyethyl]carbamate